N-(4-methoxybenzyl)-carbazole COC1=CC=C(CN2C3=CC=CC=C3C=3C=CC=CC23)C=C1